(E)-1-(2-bromo-1-chloro-2-iodovinyl)-4-bromobenzene Br\C(=C(/Cl)\C1=CC=C(C=C1)Br)\I